IC1=C(C(=C)C)C=CC=C1 2-iodo-α-methylstyrene